1-(4-allyl-2-bromo-6-fluorophenyl)ethan-1-ol C(C=C)C1=CC(=C(C(=C1)F)C(C)O)Br